BrCC1=CC=C(C=C1)CC(=O)OCC(=O)C1=CC=CC=C1 phenacyl 4-(bromomethyl)phenylacetate